4-((2s,5r)-5-ethyl-4-((S)-(4-fluorophenyl)(5-(trifluoromethyl)pyridin-2-yl)methyl)-2-methylpiperazin-1-yl)-1-methyl-2-oxo-1,2-dihydropyrido[3,2-d]pyrimidine-6-carbonitrile C(C)[C@H]1N(C[C@@H](N(C1)C=1C2=C(N(C(N1)=O)C)C=CC(=N2)C#N)C)[C@H](C2=NC=C(C=C2)C(F)(F)F)C2=CC=C(C=C2)F